Alanyl-tyrosine copper (3-methyl-salicylate) CC1=C(C(C(=O)[O-])=CC=C1)O.[Cu+2].N[C@@H](C)C(=O)N[C@@H](CC1=CC=C(C=C1)O)C(=O)O.CC1=C(C(C(=O)[O-])=CC=C1)O